(3-(benzyloxy)pyridin-4-yl)methanol C(C1=CC=CC=C1)OC=1C=NC=CC1CO